FC1(C[C@@H]2[C@@H](\C(\C[C@]1(N2)C)=C/C2=CC=C(N=N2)C=2C=C1C=CN=CC1=CC2O)OC)F 6-(6-((Z)-((1R,4R,5R)-7,7-difluoro-4-methoxy-1-methyl-8-azabicyclo[3.2.1]octan-3-ylidene)methyl)pyridazin-3-yl)isoquinolin-7-ol